1-(2-((methylsulfonyl)oxy)ethoxy)cyclopropan CS(=O)(=O)OCCOC1CC1